tert-butyl (R)-3-(hydroxymethyl)piperazin-1-formate OC[C@H]1CN(CCN1)C(=O)OC(C)(C)C